C(#N)[C@@H]1[C@@H]2CN(C[C@H](C1)N2C(C)(C)C2=CC=CC=C2)C(=O)OC(C)(C)C tert-butyl (S,5R,6S)-6-cyano-8-(2-phenylpropan-2-yl)-3,8-diazabicyclo[3.2.1]octane-3-carboxylate